5-phenethyloxypyridine-2-carbaldehyde C(CC1=CC=CC=C1)OC=1C=CC(=NC1)C=O